C(C1=CC=CC=C1)(=O)[O-].[Na+] (S)-sodium benzoate